C1=CC(=CC=C1F)Br 4-fluorobromobenzene